5-(5-bromo-6-(trifluoromethyl)pyridin-2-yl)-3-methylisoxazole-4-carboxylic acid BrC=1C=CC(=NC1C(F)(F)F)C1=C(C(=NO1)C)C(=O)O